2,2-difluoroethane-1-one (formate) C(=O)O.FC(C=O)F